COC1=CC=C(OC(=O)N(CC(=O)O)CC2=CC=C(C=C2)OCCC=2N=C(OC2C)C2=CC=CC=C2)C=C1 2-[(4-methoxyphenoxy)carbonyl-[[4-[2-(5-methyl-2-phenyl-1,3-oxazol-4-yl)ethoxy]phenyl]methyl]amino]acetic acid